ClS(=O)(=O)/C=C/C(=O)OC methyl (2E)-3-(chlorosulfonyl)prop-2-enoate